tert-butyl (octahydro-1H-isoindol-5-yl)carbamate C1NCC2CC(CCC12)NC(OC(C)(C)C)=O